SC1=NC=C2NC=NC2=N1 Sulfanyl-purine